ClC1=C(C(=CC=C1Cl)OC)C1=CC=2N(C=C1)C=C(N2)C(CN2CCN(CC2)C(=O)[O-])O 4-(2-(7-(2,3-dichloro-6-methoxyphenyl)imidazo[1,2-a]pyridin-2-yl)-2-hydroxyethyl)piperazine-1-carboxylate